N-(N-((1,2,3,5,6,7-hexahydro-s-indacen-4-yl)carbamoyl)-6,7-dihydro-5H-pyrazolo[5,1-b][1,3]oxazine-3-sulfonimidoyl)acetamide C1CCC2=C(C=3CCCC3C=C12)NC(=O)N=S(=O)(C=1C=NN2C1OCCC2)NC(C)=O